tert-Butyl N-[2-(7-fluoro-1-tetrahydropyran-2-yl-indazole-4-carbonyl)-6-(3-hydroxypropoxy)-5-methyl-3-pyridyl]carbamate FC1=CC=C(C=2C=NN(C12)C1OCCCC1)C(=O)C1=NC(=C(C=C1NC(OC(C)(C)C)=O)C)OCCCO